NC1=C(C(=CC(=C1)Cl)Cl)NC(CC#N)=O N-(2-amino-4,6-dichlorophenyl)-2-cyanoacetamide